BrC1=CC=C(C=C1)[C@]12[C@](C3=C(C=NC=C3OC)O1)([C@@H]([C@@H]([C@H]2C2=CC=CC=C2)C(=O)N2CC1(COC1)C2)O)O |r| Rac-((4bS,5R,6R,7S,7aR)-7a-(4-bromophenyl)-4b,5-dihydroxy-4-methoxy-7-phenyl-4b,6,7,7a-tetrahydro-5H-cyclopenta[4,5]furo[2,3-c]pyridin-6-yl)(2-oxa-6-azaspiro[3.3]heptan-6-yl)methanone